3-(4-(6-(2-amino-[1,2,4]triazolo[1,5-a]pyridin-7-yl)pyrazin-2-yl)-1H-pyrazol-1-yl)-3-(4-fluorophenyl)propan-1-ol NC1=NN2C(C=C(C=C2)C2=CN=CC(=N2)C=2C=NN(C2)C(CCO)C2=CC=C(C=C2)F)=N1